3-(thiazol-2-yl)isoxazol-5-amine S1C(=NC=C1)C1=NOC(=C1)N